C(N)(=O)[C@H]1CN(CCN1CCOC)C1=CC(=C(C(=O)N2COC3=C(C2)C=CC=C3C3=CC(=C(C(=O)OC)C=C3F)N3CCOCC3)C(=C1)Cl)Cl |r| rac-methyl 4-[3-[4-[3-carbamoyl-4-(2-methoxyethyl)piperazin-1-yl]-2,6-dichlorobenzoyl]-2,4-dihydro-1,3-benzoxazin-8-yl]-5-fluoro-2-morpholin-4-ylbenzoate